4-((5-(azetidin-1-yl)thiophen-2-yl)methylene)-3-(trifluoromethyl)isoxazol-5(4H)-one N1(CCC1)C1=CC=C(S1)C=C1C(=NOC1=O)C(F)(F)F